tert-butyl N-(3-{benzyl[4-(2-cyanoethoxy)butyl]amino}propyl)carbamate C(C1=CC=CC=C1)N(CCCNC(OC(C)(C)C)=O)CCCCOCCC#N